(difluoro(2-(((3S,6S,9aS)-5-oxo-3-(5,6,7,8-tetrahydroimidazo[1,5-a]pyrazine-7-carbonyl)octahydro-1H-pyrrolo[1,2-a]azepin-6-yl)carbamoyl)benzo[b]thiophen-5-yl)methyl)phosphonic acid FC(C1=CC2=C(SC(=C2)C(N[C@H]2CCC[C@@H]3N(C2=O)[C@@H](CC3)C(=O)N3CC=2N(CC3)C=NC2)=O)C=C1)(F)P(O)(O)=O